3-[5-benzyloxy-1-(4-fluoro-3-methyl-phenyl)-2-(trifluoromethyl)indol-3-yl]-1-methyl-cyclobutanecarboxylic acid methyl ester COC(=O)C1(CC(C1)C1=C(N(C2=CC=C(C=C12)OCC1=CC=CC=C1)C1=CC(=C(C=C1)F)C)C(F)(F)F)C